COC(=O)C=1N=C2C(=NC1N)N(C=C2)COCC[Si](C)(C)C amino-5-{[2-(trimethylsilyl)ethoxy]methyl}-5H-pyrrolo[2,3-b]pyrazine-2-carboxylic acid methyl ester